N[C@H]1CN(CCC1)CC=1N=C2N(C=CC=C2NC2=CC=C(C=C2)C2=CC3=C(N=CN=C3N3CCOCC3)N2)C1 (R)-2-((3-aminopiperidin-1-yl)methyl)-N-(4-(4-morpholino-7H-pyrrolo[2,3-d]pyrimidin-6-yl)phenyl)imidazo[1,2-a]pyridin-8-amine